F[C@@H]1C[C@@H](NC1)C(=O)N (2R,4R)-4-fluoropyrrolidine-2-carboxamide